S1C(=NC2=C1C=CC=C2)NC(O[C@H]2[C@H](NC[C@@H]2O)CC2=CC=C(C=C2)OC)=O (2R,3S,4S)-4-hydroxy-2-[(4-methoxyphenyl)methyl]pyrrolidin-3-yl N-(1,3-benzothiazol-2-yl)carbamate